N[C@@H](CC(=O)OCC)C=1C=C(C=C(C1F)C)C1=C(C=CC=C1C)CC ethyl (S)-3-amino-3-(2'-ethyl-4-fluoro-5,6'-dimethyl-[1,1'-biphenyl]-3-yl)propanoate